C(C)(C)NCC(=O)O N-isopropyl-Glycine